C(C1=CC=C(C=C1)OC)N(C=1C=C(C(=NC1OC)CO)F)CC1=CC=C(C=C1)OC [5-[bis(p-anisyl)amino]-3-fluoro-6-methoxy-2-pyridyl]methanol